C(C1=CC=CC=C1)NCCCCCCN N-Benzyl-1,6-hexandiamin